trans-4-Hydroxy-N-((trans-4-(4-methoxy-3-methylphenyl)cyclohexyl)methyl)-N-(3-((1-methyl-1H-pyrazol-4-yl)ethynyl)phenyl)cyclohexanecarboxamide O[C@@H]1CC[C@H](CC1)C(=O)N(C1=CC(=CC=C1)C#CC=1C=NN(C1)C)C[C@@H]1CC[C@H](CC1)C1=CC(=C(C=C1)OC)C